FC(C=1C=C(C#N)C=CC1I)(F)F 3-trifluoromethyl-4-iodobenzonitrile